tert-butyl 4-(2-(8-fluoro-2-methylimidazo[1,2-a]pyridin-6-yl)-7-oxothiazolo[4,5-d]pyrimidin-6(7H)-yl)piperidine-1-carboxylate FC=1C=2N(C=C(C1)C=1SC3=C(N=CN(C3=O)C3CCN(CC3)C(=O)OC(C)(C)C)N1)C=C(N2)C